ClC=1C=C(C2=C(N1)N(C=C2I)C2COC2)C(=O)OC methyl 6-chloro-3-iodo-1-(oxetan-3-yl)-1H-pyrrolo[2,3-b]pyridine-4-carboxylate